ClC1=NC(=C(C2=C1C=CS2)C2=C(C=C(C=C2)F)OC)C=2OC1=C(CN(CC1)C(=O)OC(C)(C)C)N2 tert-butyl 2-[4-chloro-7-(4-fluoro-2-methoxy-phenyl) thieno[3,2-c]pyridin-6-yl]-6,7-dihydro-4H-oxazolo[4,5-c]pyridine-5-carboxylate